2,3-bis(ethylimino)butane C(C)N=C(C)C(C)=NCC